C(C)C1=CC=CC=2C(C3=CC(=CC=C3C(C12)=O)C)=O monoethyl-6-methylanthraquinone